2-(4-(7-(3,4-dihydroquinolin-1(2H)-yl)-2-(4-(dimethylamino)piperidin-1-yl)-5,6,7,8-tetrahydroquinazolin-4-yl)-1-(4-(pyrrolidin-1-yl)but-2-enoyl)piperazin-2-yl)acetonitrile N1(CCCC2=CC=CC=C12)C1CCC=2C(=NC(=NC2C1)N1CCC(CC1)N(C)C)N1CC(N(CC1)C(C=CCN1CCCC1)=O)CC#N